(S)-3-(aminomethyl)-1,4-diazacycloheptadecane-2,5-dione NC[C@H]1C(NCCCCCCCCCCCCC(N1)=O)=O